C(\C=C\C(=O)[O-])(=O)O[Si](C)(OC(\C=C\C(=O)[O-])=O)OC(\C=C\C(=O)[O-])=O O''-(methylsilantriyl) trifumarate